tert-butyl N-[(1S)-1-benzyl-2-iodo-ethyl]carbamate C(C1=CC=CC=C1)[C@@H](CI)NC(OC(C)(C)C)=O